[Co](C#N)C#N.[Na] sodium cobaltous cyanide